N-((2-methyl-5-nitrophenyl)sulfonyl)-5,5-diphenyl-4,5-dihydroisoxazole-3-carboxamide CC1=C(C=C(C=C1)[N+](=O)[O-])S(=O)(=O)NC(=O)C1=NOC(C1)(C1=CC=CC=C1)C1=CC=CC=C1